[C@@H]1([C@H](O)[C@H](O)[C@@H](C(O)CC(C(=O)[O-])C)O1)N1C(=O)N=C(N)C=C1 Cytidine-5'-Isobutyrate